6-(2,2-difluorocyclopropyl)pyridinecarboxamide FC1(C(C1)C1=CC=CC(=N1)C(=O)N)F